azetidin-1-yl(2,6-dihydroxy-5'-methyl-4-pentyl-2'-(prop-1-en-2-yl)-1',2',3',4'-tetrahydro-[1,1'-biphenyl]-3-yl)methanone N1(CCC1)C(=O)C=1C(=C(C(=CC1CCCCC)O)C1C(CCC(=C1)C)C(=C)C)O